2-methyl-N-[2-(morpholin-4-yl)ethyl]-4-nitroaniline CC1=C(NCCN2CCOCC2)C=CC(=C1)[N+](=O)[O-]